(difluoro(2-(((S)-1-oxo-1-((S)-2-((S)-2-phenylmorpholine-4-carbonyl)pyrrolidin-1-yl)pent-4-yn-2-yl)carbamoyl)benzo[b]thiophen-5-yl)methyl)phosphonic acid FC(C1=CC2=C(SC(=C2)C(N[C@H](C(N2[C@@H](CCC2)C(=O)N2C[C@@H](OCC2)C2=CC=CC=C2)=O)CC#C)=O)C=C1)(F)P(O)(O)=O